eicosyl-acrylamide C(CCCCCCCCCCCCCCCCCCC)C(C(=O)N)=C